(n-butyl)tin oxide C(CCC)[Sn]=O